C1[C@H]2N(CCN1[C@@H]1CC[C@H](CC1)N1C=C(C3=C1N=CN=C3N)C3=CC=C(C=C3)OC3=CC=CC=C3)CCC2 7-((trans)-4-((S)-hexahydropyrrolo[1,2-a]pyrazin-2(1H)-yl)cyclohexyl)-5-(4-phenoxyphenyl)-7H-pyrrolo[2,3-d]pyrimidin-4-amine